NC1=C(C=2C(=NC=C(C2S1)F)C=1C2=C(C=3C=NC(=NC3C1F)N1C[C@H](CC1)N1CCCCC1)COC2)C#N 2-Amino-7-fluoro-4-(5-fluoro-3-((S)-3-(piperidin-1-yl)pyrrolidin-1-yl)-7,9-dihydrofuro[3,4-f]quinazolin-6-yl)thieno[3,2-c]pyridine-3-carbonitrile